(4-hydroxy-3,5-di-tert-butyl-phenyl)-propionate OC1=C(C=C(C=C1C(C)(C)C)OC(CC)=O)C(C)(C)C